N-(5,6-Dihydro-6-oxo-2-phenanthridinyl)-2-(dimethylamino)acetamide O=C1NC=2C=CC(=CC2C2=CC=CC=C12)NC(CN(C)C)=O